Ethyl 2-(4-(4-(4-(2-amino-2-methylpropanoyl)piperazine-1-carboxamido)-2-oxopyrimidin-1(2H)-yl)phenyl)-2-(4-aminopiperidin-1-yl)acetate hydrochloride salt Cl.NC(C(=O)N1CCN(CC1)C(=O)NC1=NC(N(C=C1)C1=CC=C(C=C1)C(C(=O)OCC)N1CCC(CC1)N)=O)(C)C